4-(4-cyanophenyl)-3,6-dihydropyridine-1(2H)-carboxylic acid tert-butyl ester C(C)(C)(C)OC(=O)N1CCC(=CC1)C1=CC=C(C=C1)C#N